3-(4-hydroxyphenyl)-6-(4-(4-isopropylpiperazin-1-yl)phenyl)quinolin-2(1H)-one OC1=CC=C(C=C1)C=1C(NC2=CC=C(C=C2C1)C1=CC=C(C=C1)N1CCN(CC1)C(C)C)=O